3-bromo-1-(4-methoxybenzyl)-N,N-dimethyl-1H-1,2,4-triazole-5-carboxamide BrC1=NN(C(=N1)C(=O)N(C)C)CC1=CC=C(C=C1)OC